Silver-titanium [Ti].[Ag]